tert-Butyl 4-[(8'-methyl-1',5'-dioxo-1',5'-dihydro-2'H-spiro[cyclopentane-1,3'-imidazo[1,5-a]pyridin]-6'-yl)amino]-5,7-dihydro-6H-pyrrolo[3,4-d]pyrimidine-6-carboxylate CC1=C2N(C(C(=C1)NC=1C3=C(N=CN1)CN(C3)C(=O)OC(C)(C)C)=O)C3(NC2=O)CCCC3